FC=1C=C(C(=O)N(C)C)C=C(C1[C@@H]1CNC([C@H]1NC(=O)NC1=CC=C(C=C1)F)=O)F |o1:12,16| (-)-3,5-difluoro-4-{(3R*,4S*)-4-[3-(4-fluorophenyl)ureido]-5-oxopyrrolidin-3-yl}-N,N-dimethylbenzamide